erbium-thulium [Tm].[Er]